4,4-dihydroxy-8-({1-[(pyridin-2-yl)acetyl]azetidin-3-yl}oxy)-5-oxa-4-boranuidabicyclo[4.4.0]deca-1(6),7,9-triene-7-carboxylic acid disodium salt [Na+].[Na+].O[B-]1(CCC=2C=CC(=C(C2O1)C(=O)O)OC1CN(C1)C(CC1=NC=CC=C1)=O)O.O[B-]1(CCC=2C=CC(=C(C2O1)C(=O)O)OC1CN(C1)C(CC1=NC=CC=C1)=O)O